C(CCCCCC)C1CCCC/C=C/CC(C[C@H](NC([C@@H](NC1=O)CC(C)C)=O)C(=O)N(C)OC)C(=O)N(C)C (2S,5S,E)-15-heptyl-2-isobutyl-N5-methoxy-N5,N7,N7-trimethyl-3,16-dioxo-1,4-diazacyclohexadec-9-ene-5,7-dicarboxamide